N1=CC=C(C=C1)COC1=CC=C(C=N1)CC1=NOC(=C1)C=1C(=NC=CC1)N 3-(3-((6-(pyridin-4-ylmethoxy)pyridin-3-yl)methyl)isoxazol-5-yl)pyridin-2-amine